7-[4-(tert-butoxycarbonyl)piperazin-1-yl]-2-methyl-1,2,3-benzotriazole-4-carboxylic acid C(C)(C)(C)OC(=O)N1CCN(CC1)C1=CC=C(C=2C1=NN(N2)C)C(=O)O